O=C1C(=CC(=NN1)C(=O)O)C(F)(F)F 6-oxo-5-(trifluoromethyl)-1H-pyridazine-3-carboxylic acid